C(C)(C)(C)N1N=C(C(=C1C)O)C1=C(C=C(C=C1C(C)(C)C)C(C)(C)C)C(C)(C)C 1-(tert-butyl)-3-(2,4,6-tri(tert-butyl)phenyl)-5-methylpyrazole-4-ol